p-acetyl-benzenesulfonyl chloride C(C)(=O)C1=CC=C(C=C1)S(=O)(=O)Cl